C(C)N1N=CC(=C1)CN1CCC2(CC1)COC1=C3CN(C(C3=CC=C12)=O)C1C(NC(CC1)=O)=O 3-(1'-((1-ethyl-1H-pyrazol-4-yl)methyl)-6-oxo-6,8-dihydro-2H,7H-spiro[furo[2,3-e]isoindole-3,4'-piperidin]-7-yl)piperidine-2,6-dione